6-[[1-(4-piperidyl)pyrazol-4-yl]methyl]-1H-benzo[cd]indol-2-one trifluoroacetate FC(C(=O)O)(F)F.N1CCC(CC1)N1N=CC(=C1)CC=1C=2C3=C(C(NC3=CC1)=O)C=CC2